(trifluoromethyl)pyrazin FC(F)(F)C1=NC=CN=C1